Methyl 6-[1-[[4-(tert-butoxycarbonylamino)tetrahydropyran-4-carbonyl]amino]cyclopropyl]pyridine-3-carboxylate C(C)(C)(C)OC(=O)NC1(CCOCC1)C(=O)NC1(CC1)C1=CC=C(C=N1)C(=O)OC